C1(CC1)C1=NSC(=N1)C1=NN=C2N1CCN([C@@H]2C)C(=O)C2=C(C=C(C#N)C=C2)F (R)-4-(3-(3-cyclopropyl-1,2,4-thiadiazol-5-yl)-8-methyl-5,6,7,8-tetrahydro-[1,2,4]triazolo[4,3-a]pyrazine-7-carbonyl)-3-fluorobenzonitrile